N,N'-di-[4-(m-methoxybenzenesulfonyloxy)phenyl]urea COC=1C=C(C=CC1)S(=O)(=O)OC1=CC=C(C=C1)NC(=O)NC1=CC=C(C=C1)OS(=O)(=O)C1=CC(=CC=C1)OC